(5-(((1S,2S)-2-(7,8-dihydro-1,6-naphthyridin-6(5H)-yl)cyclopentyl)oxy)-1-oxoisoindolin-2-yl)piperidine-2,6-dione N1=CC=CC=2CN(CCC12)[C@@H]1[C@H](CCC1)OC=1C=C2CN(C(C2=CC1)=O)N1C(CCCC1=O)=O